((1R,2S,5R)-5-((tetrahydro-2H-pyran-2-yl)oxy)adamantan-2-yl)(5-(4,4,5,5-tetramethyl-1,3,2-dioxaborolan-2-yl)-1-(triisopropylsilyl)-1H-pyrrolo[2,3-b]pyridin-4-yl)methanone O1C(CCCC1)OC12CC3C([C@H](CC(C1)C3)C2)C(=O)C2=C3C(=NC=C2B2OC(C(O2)(C)C)(C)C)N(C=C3)[Si](C(C)C)(C(C)C)C(C)C